(2R)-4-(4-amino-3-hydroxyphenyl)-2-methylpiperazine-1-carboxylic acid tert-butyl ester C(C)(C)(C)OC(=O)N1[C@@H](CN(CC1)C1=CC(=C(C=C1)N)O)C